FC(C)(F)C=1C(=C(C=CC1)C(C)NC1=NC2=CC(=C(C=C2C=C1)N1CCS(CC1)(=O)=O)OC)F 4-(((1-(3-(1,1-difluoroethyl)-2-fluorophenyl)ethyl)amino)-7-methoxyquinoline-6-yl)thiomorpholine 1,1-dioxide